COC1=C2C(=NC=C1[N+](=O)[O-])N(C=C2)C(=O)OC(C)(C)C tert-Butyl 4-methoxy-5-nitro-1H-pyrrolo[2,3-b]pyridin-1-carboxylate